7-bromo-1-((6-chloro-5-(hydroxymethyl)-2-(methylthio)pyrimidin-4-yl)methyl)-8-fluoro-5-methyl-1,2,3,4-tetrahydronaphthalen-1-ol BrC1=CC(=C2CCCC(C2=C1F)(O)CC1=NC(=NC(=C1CO)Cl)SC)C